(2S)-2-amino-3-{4-[(2-amino-3-sulfanylpropionyl)amino]phenyl}propionic acid N[C@H](C(=O)O)CC1=CC=C(C=C1)NC(C(CS)N)=O